2,4,6-triethyl-2,4,6-Trivinylcyclotrisiloxane C(C)[Si]1(O[Si](O[Si](O1)(C=C)CC)(C=C)CC)C=C